Methyl (S)-3-cyclopropyl-2-(2-((S)-1-(2,3-difluorobenzyl)-5-oxopyrrolidin-2-yl)-N-(2-methoxy-2-oxoethyl)acetamido)propanoate C1(CC1)C[C@@H](C(=O)OC)N(C(C[C@H]1N(C(CC1)=O)CC1=C(C(=CC=C1)F)F)=O)CC(=O)OC